methyl (3-(4-(5-((4-((4-(acetamidomethyl) piperidin-1-yl)methyl)-6-(3,5-dichlorophenyl) pyridin-2-yl)oxy) pyrimidin-2-yl)piperazin-1-yl)propanoyl)carbamate C(C)(=O)NCC1CCN(CC1)CC1=CC(=NC(=C1)C1=CC(=CC(=C1)Cl)Cl)OC=1C=NC(=NC1)N1CCN(CC1)CCC(=O)NC(OC)=O